dimethyl-(octyl)silane chloride [Cl-].C[SiH](CCCCCCCC)C